ClC1=CC(=C(C=C1)C1=NOC(=N1)C1[C@H]2CN(C[C@@H]1C2)C(CC2=NC=NN2C)=O)F 1-((1R,5S,6s)-6-(3-(4-chloro-2-fluorophenyl)-1,2,4-oxadiazol-5-yl)-3-azabicyclo[3.1.1]heptan-3-yl)-2-(1-methyl-1H-1,2,4-triazol-5-yl)ethan-1-one